ClC=1C(=C(C(=CC1Cl)F)O)C1=CC=2N(C=C1)C=C(N2)CC2CCNCC2 3,4-dichloro-6-fluoro-2-(2-(piperidin-4-ylmethyl)imidazo[1,2-a]pyridin-7-yl)phenol